C1(CC1)C1=NC(=NO1)C=1C=C(C(=[N+](C1)[O-])C1=NC2=C([N+](=NC(=C2)C(C(F)(F)F)(F)F)[O-])N1C)S(=O)(=O)CC 5-(5-cyclopropyl-1,2,4-oxadiazol-3-yl)-3-(ethanesulfonyl)-2-[7-methyl-1-oxido-3-(1,1,2,2,2-pentafluoroethyl)-7H-imidazo[4,5-c]pyridazin-1-ium-6-yl]pyridin-1-ium-1-olate